BrC1=C(C=C(C(=O)N(N)C)C=C1)OC 4-bromo-3-methoxy-N-methylbenzohydrazide